8-bromo-2,4-dichloro-5-fluoroquinoline BrC=1C=CC(=C2C(=CC(=NC12)Cl)Cl)F